CC1=NC2=C(N1)C=C(C=C2C(=O)O)C2=C(C(=C(C(=C2F)F)C2=CC(=CC=C2)CN2C[C@@H](CC2)O)F)F (R)-2-methyl-6-(2,3,5,6-tetrafluoro-3'-((3-hydroxypyrrolidin-1-yl)methyl)-[1,1'-biphenyl]-4-yl)-1H-benzo[d]imidazole-4-carboxylic acid